3-(8-formyl-7-hydroxy-6-(2-methoxyethoxy)-4-methyl-2-oxo-2H-chromen-3-yl)-N-(2-methoxyethyl)propionamide C(=O)C=1C(=C(C=C2C(=C(C(OC12)=O)CCC(=O)NCCOC)C)OCCOC)O